BrC1=NNC(=N1)C(C)=O 1-(3-bromo-1H-1,2,4-triazol-5-yl)ethan-1-one